N1C=NC2=C1C=CC=C2N2CCN(CC2)C2CN(C2)C(=O)OC(C)(C)C tert-butyl 3-(4-(1H-benzo[d]imidazol-4-yl)piperazin-1-yl)azetidine-1-carboxylate